C(C)N1C([C@@H](CC1)C1=CC=2C(=NC=CC2NC=2C=CC3=C(N=CS3)C2F)S1)(C)C (R)-N-(2-(1-ethyl-2,2-dimethylpyrrolidin-3-yl)thieno[2,3-b]pyridin-4-yl)-4-fluorobenzo[d]thiazol-5-amine